N2-(2-fluoro-4-morpholino-phenyl)-N4-[2-(6-methyl-2-pyridyl)pyrimidin-4-yl]pyrimidine-2,4-diamine FC1=C(C=CC(=C1)N1CCOCC1)NC1=NC=CC(=N1)NC1=NC(=NC=C1)C1=NC(=CC=C1)C